1,5-dimethyltetralin CC1CCCC2=C(C=CC=C12)C